FC(C(C(C(C(C(C(C(F)(F)F)(F)F)(F)F)(F)F)(F)F)(F)F)(F)F)(CCCCCCCCCCCCCCCCCC)F heptadecafluorohexacosane